ClC1=C(C=CC=C1)C1=NOC(=N1)C1CCN(CC1)C=1SC2=C(C(N1)=O)C=C(C(=C2[N+](=O)[O-])C)C(F)(F)F 2-(4-(3-(2-chlorophenyl)-1,2,4-oxadiazol-5-yl)piperidin-1-yl)-7-methyl-8-nitro-6-(trifluoromethyl)-4H-benzo[e][1,3]thiazin-4-one